N-[2-({[(tert-Butyl)oxy]carbonyl}amino)ethyl]-4,5-dimethyl-2-nitro-aniline C(C)(C)(C)OC(=O)NCCNC1=C(C=C(C(=C1)C)C)[N+](=O)[O-]